C(C1=CC=CC=C1)OC1=C(C(=CC(=C1)OCC1=CC=CC=C1)O)C(C=CC1=CC(=CC=C1)F)=O 1-[2,4-Bis(benzyloxy)-6-hydroxyphenyl]-3-(3-fluorophenyl)prop-2-en-1-one